O=C1N(C(C2=CC=CC=C12)=O)[C@H]1[C@H](N(CC1)C(=O)OC(C)(C)C)C=C tert-butyl (2R,3R)-3-(1,3-dioxoisoindolin-2-yl)-2-vinylpyrrolidine-1-carboxylate